Cl.Cl.C(C)N ethan-1-amine dihydrochloride